[N+](=O)([O-])C1=CC=C2C=CC3=C(C=CC4=CC=C1C2=C34)[N+](=O)[O-] 1,6-dinitropyrene